3-((2-(1,5-dimethyl-1H-pyrazol-4-yl)-8-methoxy-2,3-dihydrobenzo[b][1,4]dioxin-6-yl)methyl)-6-methoxy-3H-imidazo[4,5-b]pyridine CN1N=CC(=C1C)C1COC2=C(O1)C(=CC(=C2)CN2C=NC=1C2=NC=C(C1)OC)OC